(5S,7R)-5-(5-bromo-3-fluoropyridin-2-yl)-6-(3-((tert-butyldiphenylsilyl)oxy)-2,2-difluoropropyl)-7-methyl-5,6,7,8-tetrahydro-[1,3]dioxolo[4,5-g]isoquinoline BrC=1C=C(C(=NC1)[C@H]1N([C@@H](CC=2C=C3C(=CC12)OCO3)C)CC(CO[Si](C3=CC=CC=C3)(C3=CC=CC=C3)C(C)(C)C)(F)F)F